(4-(bis(4-methoxybenzyl)amino)-2-((furan-2-ylmethyl)amino)imidazo[2,1-f][1,2,4]triazin-7-yl)(4-(pyrrolidin-1-ylmethyl)phenyl)methanol COC1=CC=C(CN(C2=NC(=NN3C2=NC=C3C(O)C3=CC=C(C=C3)CN3CCCC3)NCC=3OC=CC3)CC3=CC=C(C=C3)OC)C=C1